N-(Isoquinolin-3-yl)-4-phenylpyrrolidine-3-carboxamide dihydrochloride Cl.Cl.C1=NC(=CC2=CC=CC=C12)NC(=O)C1CNCC1C1=CC=CC=C1